O=C1N(C(CCC1)C(F)(F)F)CC(=O)N 2-[2-oxo-6-(trifluoromethyl)-1-piperidinyl]acetamide